CS(=O)(=NC1=CC(=CC=C1)C1=NOC(=N1)C(F)(F)F)C1=CC=C(C=C1)C1=NOC(=N1)C(F)(F)F methyl(4-(5-(trifluoromethyl)-1,2,4-oxadiazol-3-yl)phenyl)((3-(5-(trifluoromethyl)-1,2,4-oxadiazol-3-yl)phenyl)imino)-λ6-sulfanone